C(C)C=COOCCOCC [2-(2-ethoxy)ethoxy] ethyl-vinyl ether